BrC(C1=CC=C(C=N1)C=1OC(=NN1)C(F)F)([2H])[2H] 2-(6-(bromomethyl-d2)pyridin-3-yl)-5-(difluoromethyl)-1,3,4-oxadiazole